O[C@@H]1[C@H]2[C@@H]([C@H]([C@@H](C1)O2)C(=O)NC2=C(C=CC(=C2)C(F)(F)F)OC)C2=CC(=CC=C2)C(F)(F)F |r| rac-(1r,2r,3s,4r,5s)-5-hydroxy-N-(2-methoxy-5-(trifluoromethyl)phenyl)-3-(3-(trifluoromethyl)phenyl)-7-oxabicyclo[2.2.1]heptane-2-carboxamide